6-((2-methyl-4-((2-(methylsulfonyl)phenyl)amino)-3-oxo-2,3-dihydro-1H-pyrazolo[3,4-b]pyridin-6-yl)amino)pyridinecarbonitrile CN1NC2=NC(=CC(=C2C1=O)NC1=C(C=CC=C1)S(=O)(=O)C)NC1=CC=CC(=N1)C#N